tert-butyl (S)-2-((1-((3-((2,3-dihydro-1H-inden-2-yl)carbamoyl)pyrazin-2-yl)carbamoyl)piperidin-4-yl)carbamoyl)pyrrolidine-1-carboxylate C1C(CC2=CC=CC=C12)NC(=O)C=1C(=NC=CN1)NC(=O)N1CCC(CC1)NC(=O)[C@H]1N(CCC1)C(=O)OC(C)(C)C